FC1=C(C=CC(=C1)C1=CC=C(C=C1)CCC)C1=CC(=C(C(=C1)F)F)F 2',3,4,5-tetrafluoro-4''-propyl-p-terphenyl